C1(=CC=CC=C1)S(=O)(=O)[C@@H]1[C@H]2C=CC([C@@H](C1)N2CC2=CC=CC=C2)=O (1R,5R,6S)-6-(benzenesulfonyl)-8-benzyl-8-azabicyclo[3.2.1]oct-3-en-2-one